FC1=NC=CC(=C1F)CN1C(=CC(=C1)OC)C(=O)O 1-((2,3-difluoropyridin-4-yl)methyl)-4-methoxy-1H-pyrrole-2-carboxylic acid